FC(N(C(C(O)(F)F)(F)F)S(=O)(=O)C(C(C(C(C(C(C(C(F)(F)F)(F)F)(F)F)(F)F)(F)F)(F)F)(F)F)(F)F)(C(O)(F)F)F perfluorooctyl-sulfonyl-diethanolamine